tert-butyl (3-(5-bromo-[1,2,4]triazolo[4,3-a]pyridin-3-yl)propyl)carbamate BrC1=CC=CC=2N1C(=NN2)CCCNC(OC(C)(C)C)=O